1-fluoro-2-(trifluoromethoxy)benzene FC1=C(C=CC=C1)OC(F)(F)F